9-((2R,4S,5R)-5-((bis(4-methoxyphenyl)(phenyl)methoxy)methyl)-4-hydroxytetrahydro-furan-2-yl)-1,9-dihydro-6H-purin-6-one COC1=CC=C(C=C1)C(OC[C@@H]1[C@H](C[C@@H](O1)N1C=2N=CNC(C2N=C1)=O)O)(C1=CC=CC=C1)C1=CC=C(C=C1)OC